FC(C(=O)C1=C(C=CC=C1)[N+](=O)[O-])(F)F 2,2,2-trifluoro-1-(2-nitrophenyl)ethanone